1,3-Bis(aminomethyl)phenol NCC1(CC(=CC=C1)CN)O